NC=1C2=C(N=CN1)N(C(=C2C2=CC=C(C=C2)OC2=NC(=CC=C2)C)C#CC2CN(C2)C2CCN(CC2)C(C=C)=O)C2COCC2 1-(4-(3-((4-amino-5-(4-((6-methylpyridin-2-yl)oxy)phenyl)-7-(tetrahydrofuran-3-yl)-7H-pyrrolo[2,3-d]pyrimidin-6-yl)ethynyl)azetidin-1-yl)piperidin-1-yl)prop-2-en-1-one